N1(C=NC=C1)CN1N=C(C=C1C1=CC=CC=C1)C1=CC=CC=C1 1-(imidazol-1-ylmethyl)-3,5-diphenyl-pyrazole